2-chloro-9-(4-(1-methyl-4-(trifluoromethyl)-1H-imidazol-2-yl)benzyl)-9H-pyrimido[4,5-b]indole ClC=1N=CC2=C(N(C3=CC=CC=C23)CC2=CC=C(C=C2)C=2N(C=C(N2)C(F)(F)F)C)N1